4-methoxy-11H-benzofluorene COC1=CC=CC2=C1C=CC=1C=3C=CC=CC3CC21